2,2'-O-anhydro-5-Methyluridine CC1=CN2[C@H]3[C@H]([C@@H]([C@H](O3)CO)O)OC2=NC1=O